C(#N)CCOCCC(C)OCCC#N 1,3-bis(2-cyanoethoxy)butane